3,8-dibutyl-2,6-decalindicarboxylic acid C(CCC)C1C(CC2C(CC(CC2C1)C(=O)O)CCCC)C(=O)O